FC(C(=O)O)(F)F.ClC=1C(=C(C#N)C=C(C1)C(C)(C)C1=CC=C(C=C1)OCC1=NC(=NC=C1)N1CCN(CC1)CN1CCN(CC1)CC1CCNCC1)OCCCl 3-chloro-2-(2-chloroethoxy)-5-(2-(4-((2-(4-((1-(piperidin-4-ylmethyl)piperazin-4-yl)methyl)piperazin-1-yl)pyrimidin-4-yl)methoxy)phenyl)propan-2-yl)benzonitrile trifluoroacetate